(R)-1-(3-(1,1-difluoro-2-methoxyethyl)-5-nitrophenyl)ethan-1-amine hydrochloride Cl.FC(COC)(F)C=1C=C(C=C(C1)[N+](=O)[O-])[C@@H](C)N